C1(=CC=CC=C1)C1=NC(=NC(=N1)C1=CC=C(C=C1)C1=NC=CC=C1)C=1C=C(C=CC1)B(O)O (3-(4-phenyl-6-(4-(pyridine-2-yl)phenyl)-1,3,5-triazin-2-yl)phenyl)boronic acid